[C@H](C)(CC)NC=1N=CC2=C(N1)NC=C2C=2C=CC=1N(N2)C(=CN1)Cl (S)-N-(sec-butyl)-5-(3-chloroimidazo[1,2-b]pyridazin-6-yl)-7H-pyrrolo[2,3-d]pyrimidin-2-amine